NC1=NC=2C=C(C(=CC2C2=C1COC2)C(=O)N(C)CC2=NC=C(C=C2)C2CC2)Cl 4-amino-7-chloro-N-((5-cyclopropyl-2-pyridinyl)methyl)-N-methyl-1,3-dihydrofuro[3,4-c]quinoline-8-carboxamide